Tyramine hydrochloride Cl.NCCC1=CC=C(C=C1)O